ClC1=CC2=C(N=C(N=C2)NC2=C(C=C(C=C2)S(=O)(=O)C2CCNCC2)C)N(C1=O)C(C)C 6-Chloro-8-isopropyl-2-[2-methyl-4-(4-piperidylsulfonyl)anilino]pyrido[2,3-d]pyrimidin-7-one